tert-butyl (Z)-(2-((4-(4-bromo-2,6-difluorophenyl)-5-oxo-4,5-dihydro-1H-1,2,4-triazol-1-yl)methyl)-3-fluoroallyl)carbamate BrC1=CC(=C(C(=C1)F)N1C=NN(C1=O)C\C(\CNC(OC(C)(C)C)=O)=C/F)F